1-(2-fluoro-4-(6-(2-(pyridin-2-yl)acetamido)pyridazin-3-yl)butyl)-N-((4-(trifluoromethyl)pyridin-2-yl)methyl)-1H-1,2,3-triazole-4-carboxamide FC(CN1N=NC(=C1)C(=O)NCC1=NC=CC(=C1)C(F)(F)F)CCC=1N=NC(=CC1)NC(CC1=NC=CC=C1)=O